C(C)O[Si](CCC[N-]C(C(C(C(C(C(C(C(F)(F)F)(F)F)(F)F)(F)F)(F)F)(F)F)(F)F)=O)(OCC)OCC N-(3-triethoxysilylpropyl)perfluorooctanoyl-amide